Aminoethylamino-ethylsulfonate sodium salt [Na+].NCCNCCS(=O)(=O)[O-]